BrC=1C=C(CN2[C@H](COCC2)C(=O)N[C@@H](C)C2=CC=C(C(=O)OC)C=C2)C=CC1 methyl 4-((S)-1-((R)-4-(3-bromobenzyl)morpholine-3-carboxamido)ethyl)benzoate